CN1CCC(CC1)CNC1=NC=CC(=C1)C#N 2-[(1-methyl-4-piperidinyl)methylamino]pyridine-4-carbonitrile